N-((2-(4-isonicotinoylpiperazin-1-yl)-1,6-naphthyridin-7-yl)methyl)-4-methyl-3-(methylsulfonyl)benzamide C(C1=CC=NC=C1)(=O)N1CCN(CC1)C1=NC2=CC(=NC=C2C=C1)CNC(C1=CC(=C(C=C1)C)S(=O)(=O)C)=O